2-(4-((4'-oxo-3',4'-dihydro-2'H-spiro[cyclohexane-1,1'-isoquinolin]-2'-yl)methyl)-1H-1,2,3-triazol-1-yl)benzonitrile O=C1CN(C2(C3=CC=CC=C13)CCCCC2)CC=2N=NN(C2)C2=C(C#N)C=CC=C2